N-[2-fluoro-6-(4-isopropylpiperazin-1-yl)phenyl]-4-{5-[(1S,2S)-2-fluorocyclopropyl]-1,2,4-oxadiazol-3-yl}-4-methylpiperidine-1-carboxamide FC1=C(C(=CC=C1)N1CCN(CC1)C(C)C)NC(=O)N1CCC(CC1)(C)C1=NOC(=N1)[C@H]1[C@H](C1)F